C(C)(C)(C)OC(=O)N1CC2=C(CC1)N=C(S2)C=2C(=C(C=CC2OCCCBr)C2=C(C=CC=C2)C)C (3-bromopropyloxy-2,2'-dimethyl-[1,1'-biphenyl]-3-yl)-6,7-dihydrothiazolo[5,4-c]pyridine-5(4H)-carboxylic acid tert-butyl ester